ClC=1C=NC=2N(C1)C(=C(N2)CC)C(=O)O 6-chloro-2-ethylimidazo[1,2-a]pyrimidine-3-carboxylic acid